FC(C1=NN2C(N=C(C=C2NCC(C2=CC=C(C=C2)F)N2CC3(C2)C(CC3)O)C(F)(F)F)=C1)(F)F 2-(2-((2,5-Bis(trifluoromethyl)pyrazolo[1,5-a]pyrimidin-7-yl)amino)-1-(4-fluorophenyl)ethyl)-2-azaspiro[3.3]heptan-5-ol